BrC=1C(=C(C=C(C1)F)NC(\C=C\OCC)=O)F (E)-N-(3-bromo-2,5-difluorophenyl)-3-ethoxyprop-2-enamide